3-chloro-4-(5-(3,5-dimethylisoxazol-4-yl)-1-(tetrahydro-2H-pyran-4-yl)-1H-pyrrolo[2,3-b]pyridin-3-yl)-5-ethoxybenzoic acid ClC=1C=C(C(=O)O)C=C(C1C1=CN(C2=NC=C(C=C21)C=2C(=NOC2C)C)C2CCOCC2)OCC